ClC=1C2=CN(N=C2C=CC1C1=CNC=2N=C(N(C(C21)=O)C)N2CCNCC2)C 5-(4-Chloro-2-methyl-2H-indazol-5-yl)-3-methyl-2-(piperazin-1-yl)-3,7-dihydro-4H-pyrrolo[2,3-d]pyrimidin-4-one